C(#N)C1=NC2=CC(=CC(=C2N=C1N1CC2C3CCC3C2C1)[C@@H](C)NC1=C(C(=O)O)C=CC=C1)C 2-(((1R)-1-(2-cyano-7-methyl-3-(8-azatricyclo[4.3.0.02,5]nonan-8-yl)-quinoxalin-5-yl)ethyl)amino)benzoic acid